ClC=1C=C(C=CC1)N1[C@@H](CN(CC1)C(=O)C1=CC(=C(C=C1)S(=O)CC(=O)OCC)[N+](=O)[O-])C ethyl 2-((4-((R)-4-(3-chlorophenyl)-3-methylpiperazine-1-carbonyl)-2-nitrophenyl)sulfinyl)acetate